Octadecadiene CCCCCCCCCCCCCC/C=C/C=C